3-[6-(1-tetrahydropyran-4-ylpyrazol-4-yl)pyrimidin-4-yl]-6-(trifluoromethyl)imidazo[1,2-b]pyridazin O1CCC(CC1)N1N=CC(=C1)C1=CC(=NC=N1)C1=CN=C2N1N=C(C=C2)C(F)(F)F